potassium monoperoxy sulfate S1(=O)(=O)OOOO1.[K]